(S,E)-tert-butyl (1-((2-oxo-2-(4-(5-(trifluoromethyl)pyrimidin-2-yl)piperazin-1-yl)ethoxy)imino)butan-2-yl)carbamate O=C(CO\N=C\[C@H](CC)NC(OC(C)(C)C)=O)N1CCN(CC1)C1=NC=C(C=N1)C(F)(F)F